OCCONC(=O)C=1C=CC2=C(N(C=N2)C)C1 N-(2-hydroxyethoxy)-1-methyl-1H-benzimidazole-6-carboxamide